4-((4-(7-(2,4-dioxotetrahydropyrimidin-1(2H)-yl)-1,2-dimethyl-1H-indol-3-yl)piperidin-1-yl)methyl)piperidine-1-carboxylate O=C1N(CCC(N1)=O)C=1C=CC=C2C(=C(N(C12)C)C)C1CCN(CC1)CC1CCN(CC1)C(=O)[O-]